C(C1=CC=CC=C1)C1=CC(N(C2=CC(=CC=C12)F)C)=O 4-benzyl-7-fluoro-1-methylquinolin-2(1H)-one